2,3-dihydro-4-aminobenzofuran NC1=CC=CC2=C1CCO2